tert-butyl ((3R,6S)-6-((4-(trifluoromethyl)benzyl)carbamoyl)tetrahydro-2H-pyran-3-yl)carbamate FC(C1=CC=C(CNC(=O)[C@@H]2CC[C@H](CO2)NC(OC(C)(C)C)=O)C=C1)(F)F